FC(OC1=C(C=CC=C1)C1=CC(=NC=C1C(=O)OC)C)F methyl 4-(2-(difluoromethoxy) phenyl)-6-methylnicotinate